(R)-4-(7-Bromo-6-chloro-3-cyano-8-fluoro-2-(((3R,4R)-4-methoxy-1-methylpyrrolidine-3-yl)oxy)quinolin-4-yl)-2-methylpiperazine-1-carboxylate BrC1=C(C=C2C(=C(C(=NC2=C1F)O[C@@H]1CN(C[C@H]1OC)C)C#N)N1C[C@H](N(CC1)C(=O)[O-])C)Cl